O1CCN(CCC1)C1=NC2=C(C=CC=C2C=C1)C=1C(=NC(=CC1)CC)N (2-(1,4-oxaazepan-4-yl)quinolin-8-yl)-6-ethylpyridin-2-amine